5-chloro-1-{[2-(trimethylsilyl)ethoxy]methyl}-1H-imidazo[4,5-b]pyridine ClC1=CC=C2C(=N1)N=CN2COCC[Si](C)(C)C